NC1=NC(=C2N=CN(C2=N1)[C@H]1C[C@H](C1)COP(=O)(OC1=CC=C(C=C1)Br)N[C@@H](C)C(=O)OCC)OC ethyl (((cis-3-(2-amino-6-methoxy-9H-purin-9-yl)cyclobutyl)methoxy) (4-bromophenoxy)phosphoryl)-L-alaninate